C12(CC3CC(CC(C1)C3)C2)NC(C2=CN=C(C=C2)CSC2=C3CN(C(C3=CC=C2)=O)C2C(NC(CC2)=O)=O)=O N-(adamantan-1-yl)-6-(((2-(2,6-dioxopiperidin-3-yl)-1-oxoisoindolin-4-yl)thio)methyl)nicotinamide